C1(CC1)C1=C(N=NC(=C1)NC1CNCCC1)C1=C(C=C(C=C1)C#C)O 2-(4-cyclopropyl-6-(piperidin-3-ylamino)pyridazin-3-yl)-5-ethynyl-phenol